C=1C=CN2CCCC(C12)=O 6,7-dihydroindolizin-8(5H)-one